cis-phthalic acid C(C=1C(C(=O)O)=CC=CC1)(=O)O